CN(C1CN(C1)C(C1=C(C=C(C=C1)NC=1N=CC2=C(N1)CN(CC2)C2=C(C1=C(OCCN1)N=C2)C)C)=O)C N,N-dimethyl-1-{2-methyl-4-[(7-{8-methyl-1H,2H,3H-pyrido[2,3-b][1,4]oxazin-7-yl}-5H,6H,7H,8H-pyrido[3,4-d]pyrimidin-2-yl)amino]benzoyl}azetidin-3-amine